7-chloro-6-methoxyquinazoline-2,4-diol ClC1=C(C=C2C(=NC(=NC2=C1)O)O)OC